OC=1C=CC2=C(SC(=C2OC2=CC=C(OCC3CCN(CC3)CCN3CCC(CC3)C=3C=C4CN(C(C4=CC3)=O)C3C(NC(CC3)=O)=O)C=C2)C2=CC=C(C=C2)O)C1 3-(5-(1-(2-(4-((4-((6-hydroxy-2-(4-hydroxyphenyl)benzo[b]thiophen-3-yl)oxy)phenoxy)methyl)piperidin-1-yl)ethyl)piperidin-4-yl)-1-oxoisoindolin-2-yl)piperidine-2,6-dione